Bis(tert-butyl) peroxide C(C)(C)(C)OOC(C)(C)C